4-amino-N-methyl-N-((1R)-1-(5-(trifluoromethyl)-2-pyridinyl)propyl)-1,3-dihydrofuro[3,4-c][1,7]naphthyridine-8-carboxamide NC1=NC=2C=NC(=CC2C2=C1COC2)C(=O)N([C@H](CC)C2=NC=C(C=C2)C(F)(F)F)C